FC1=C(C(=CC=C1)C)S(=O)(=O)NC1=NC=NC=C1 2-fluoro-6-methyl-N-(pyrimidin-4-yl)benzenesulfonamide